7-(4-chlorophenyl)-8-(2-chloropyridin-3-yl)-1-methyl-3-[[2-(trimethylsilyl)ethoxy]methyl]purine-2,6-dione ClC1=CC=C(C=C1)N1C(=NC=2N(C(N(C(C12)=O)C)=O)COCC[Si](C)(C)C)C=1C(=NC=CC1)Cl